methyl 3-(9-((4-(((tert-butoxycarbonyl)amino)methyl)phenyl)carbamoyl)-4,5-dihydrobenzo[b]thieno[2,3-d]oxepin-8-yl)-6-(butylcarbamoyl)picolinate C(C)(C)(C)OC(=O)NCC1=CC=C(C=C1)NC(=O)C1=CC2=C(OCCC3=C2SC=C3)C=C1C=1C(=NC(=CC1)C(NCCCC)=O)C(=O)OC